BrC1=C2N=C(C(=NC2=CC(=C1)F)CCCO)Cl 3-(5-bromo-3-chloro-7-fluoroquinoxalin-2-yl)propan-1-ol